N-trifluoromethylthio-3-phenyl-7-methyl-1H-isochromen-1-imine FC(SN=C1OC(=CC2=CC=C(C=C12)C)C1=CC=CC=C1)(F)F